Di-tert-butyl ((2S)-1-hydroxyhexane-2,5-diyl)dicarbamate OC[C@H](CCC(C)NC(OC(C)(C)C)=O)NC(OC(C)(C)C)=O